C=C(C)C=CC=C(C)[C@H]1CC[C@H]2[C@@H]3CCC4CC(CC([C@]4(C)[C@H]3CC[C@]12C)O)O cholestatriene-1,3-diol